(S)-2-(5-(((2-(7-fluoro-1-methyl-2-oxo-1,2-dihydroquinolin-8-yl)ethyl)amino)methyl)-2-oxooxazolidin-3-yl)-6H-pyrimido[5,4-b][1,4]oxazin-7(8H)-one FC1=CC=C2C=CC(N(C2=C1CCNC[C@H]1CN(C(O1)=O)C=1N=CC=2OCC(NC2N1)=O)C)=O